O=C1C(=C2C(=NN1)C(CC2)NC(CCC2CCNCC2)=O)C(F)(F)F N-(3-oxo-4-(trifluoromethyl)-3,5,6,7-tetrahydro-2H-cyclopenta[C]pyridazin-7-yl)-3-(piperidin-4-yl)propionamide